C(CCCCCCCCCCCCCCCCC)(=O)C(OP(OC[C@@H](CO)O)(=O)[O-])C[N+](C)(C)C stearoyl-SN-glycero-3-phosphocholine